O1C(=NC2=C1N=CC=C2)C2=CC=C(C=C2)N(C2=CC=C(C=C2)C2=CC=CC1=CC=CC=C21)C2=CC=C(C=C2)C=2OC1=C(N2)C=CC=N1 bis(4-(7-azabenzooxazol-2-yl)-phenyl)-(4-naphthalen-1-yl-phenyl)-amine